O=C1NC2C(N1)CSC2CCCCC(=O)N hexahydro-2-oxo-1H-thieno[3,4-d]imidazole-4-pentanamide